ClC=1C=C(C=C(C1F)Cl)C1(CC(=NO1)C1=CC(=C(C(=O)N[C@H]2CS(CC2)(=O)=O)C=C1)C)C(F)(F)F 4-(5-(3,5-dichloro-4-fluorophenyl)-5-(trifluoromethyl)-4,5-dihydroisoxazol-3-yl)-N-((R)-1,1-dioxotetrahydrothiophen-3-yl)-2-methylbenzamide